7-chloro-1-methyl-4-(4,4,5,5-tetramethyl-1,3,2-dioxaborolan-2-yl)-1H-indazole ClC=1C=CC(=C2C=NN(C12)C)B1OC(C(O1)(C)C)(C)C